tert-butyl (2R,4R)-4-((6-((1-(tert-butyl)-5-methyl-1H-pyrazol-3-yl) amino)-3-fluoro-4-methylpyridin-2-yl) methyl)-1-(3-chloro-2-fluorobenzyl)-2-methylpiperidine-4-carboxylate C(C)(C)(C)N1N=C(C=C1C)NC1=CC(=C(C(=N1)C[C@@]1(C[C@H](N(CC1)CC1=C(C(=CC=C1)Cl)F)C)C(=O)OC(C)(C)C)F)C